1-Phenyl-3-[2-(pyridin-4-yl)-1,3-thiazol-4-yl]urea C1(=CC=CC=C1)NC(=O)NC=1N=C(SC1)C1=CC=NC=C1